methyl 2-[([[4-cyano-3-fluoro-2,6-bis(propan-2-yl)phenyl]carbamoyl]amino)sulfonyl]-5-(methylsulfamoyl)benzoate C(#N)C1=C(C(=C(C(=C1)C(C)C)NC(=O)NS(=O)(=O)C1=C(C(=O)OC)C=C(C=C1)S(NC)(=O)=O)C(C)C)F